C1(=CC=C(C=C1)C(C(F)(F)F)N1C(N(C2(CC2)C1=O)CC=1SC(=NN1)C1=NC(=C(C=C1)F)O)=O)C1=CC=CC=C1 6-(1-([1,1'-biphenyl]-4-yl)-2,2,2-trifluoroethyl)-4-((5-(5-fluoro-6-hydroxypyridin-2-yl)-1,3,4-thiadiazol-2-yl)methyl)-4,6-diazaspiro[2.4]heptane-5,7-dione